2-(TRIFLUORoMETHYL)ISONICOTINAMID FC(C=1C=C(C(=O)N)C=CN1)(F)F